tert-butyl N-(tert-butoxycarbonyl)-N-[4-(1-{5-[(4-chloro-2-fluorophenyl)amino]-4-methylpyridin-3-yl}ethyl)-3-fluoropyridin-2-yl]carbamate C(C)(C)(C)OC(=O)N(C(OC(C)(C)C)=O)C1=NC=CC(=C1F)C(C)C=1C=NC=C(C1C)NC1=C(C=C(C=C1)Cl)F